N-methyl-2-(2-phenoxyethoxy)ethan-1-amine CNCCOCCOC1=CC=CC=C1